N[C@H]1[C@H](C[C@H](CC1)/C(=N/OC(C)(C)C)/C1=CC=CC=C1)O (1S,2R,5S)-2-amino-5-[(Z)-N-(1,1-dimethylethoxy)-C-phenyl-carbonimidoyl]cyclohexanol